C(C)C(CC)NC(CC)CC bis(1-ethyl-propyl)amine